[Na+].O=C(C(=O)[O-])CCC(=O)[O-].[Na+] α-Ketoglutaric acid sodium salt